6-methoxy-2,3-dihydro-4H-benzo[b][1,4]oxazine COC1=CC2=C(OCCN2)C=C1